(3R,8S)-8-fluoro-3,10-dimethyl-11-oxo-1,3,4,7,8,9,10,11-octahydro-2H-pyrido[4',3':3,4]Pyrazolo[1,5-a][1,4]Diazepine-2-carboxylic acid tert-butyl ester C(C)(C)(C)OC(=O)N1CC=2C(=NN3C2C(N(C[C@@H](C3)F)C)=O)C[C@H]1C